2-(5-Fluoro-2-methoxypyridin-4-yl)-1-{(2S)-7-methyl-6-[(4,6-2H2)pyrimidin-2-yl]-3,4-dihydro-1H-spiro[1,8-naphthyridine-2,3'-pyrrolidin]-1'-yl}propan-1-one FC=1C(=CC(=NC1)OC)C(C(=O)N1C[C@]2(CC1)NC1=NC(=C(C=C1CC2)C2=NC(=CC(=N2)[2H])[2H])C)C